(S)-10-((5-Chloro-2-(3-methoxyazetidin-1-yl)pyrimidin-4-yl)amino)-2-cyclopropyl-3,3-difluoro-7-methyl-1,2,3,4-tetrahydro-[1,4]oxazepino[2,3-c]chinolin-6(7H)-on ClC=1C(=NC(=NC1)N1CC(C1)OC)NC1=CC=2C3=C(C(N(C2C=C1)C)=O)OCC([C@@H](N3)C3CC3)(F)F